para-methyl-Benzenesulfonic acid monohydrate O.CC1=CC=C(C=C1)S(=O)(=O)O